3-amino-1-methyl-5H-pyrido[4,3-b]indole hydrochloride Cl.NC1=CC=2NC=3C=CC=CC3C2C(=N1)C